ClC1=CC=C(C=C1)C(C(F)(F)F)N(S(=O)(=O)C1=C(N=NC(=C1)OC)OC)C N-(1-(4-chlorophenyl)-2,2,2-trifluoroethyl)-3,6-dimethoxy-N-methylpyridazine-4-sulfonamide